ClC=1C=C(C#N)C=C(C1)CO[C@@H](CO)CCCCCCCCCCCCCCCCCCC (R)-3-chloro-5-(((1-hydroxyhenicosan-2-yl)oxy)methyl)benzonitrile